6,9,12,15-hexadectetraenoic acid C(CCCCC=CCC=CCC=CCC=C)(=O)O